(2-chloro-6-fluoro-phenyl)-(3-fluoro-1-bicyclo[1.1.1]pentanyl)methanone ClC1=C(C(=CC=C1)F)C(=O)C12CC(C1)(C2)F